C(#N)C=1C=CC(=C(C1)N1[C@H](CN(CC1)C(=O)OC(C)(C)C)C)O tert-butyl (S)-4-(5-cyano-2-hydroxyphenyl)-3-methylpiperazine-1-carboxylate